ClC1=C(C=CC(=C1)Cl)C=1CCCC2=C(C1C1=CC=C(C=C1)CC1CN(C1)CCCF)C=C(C(=C2)C(=O)O)F 8-(2,4-dichlorophenyl)-2-fluoro-9-(4-((1-(3-fluoropropyl)azetidin-3-yl)methyl)phenyl)-6,7-dihydro-5H-benzo[7]annulene-3-carboxylic acid